8-[1-(3,5-difluoroanilino)ethyl]-2-morpholino-6-(4,4,5,5-tetramethyl-1,3,2-dioxaborolan-2-yl)chromen-4-one FC=1C=C(NC(C)C=2C=C(C=C3C(C=C(OC23)N2CCOCC2)=O)B2OC(C(O2)(C)C)(C)C)C=C(C1)F